C(C)(C)OC=1C=C2C(=NN(C2=CC1)C1OCCCC1)C1=NC=CC(=N1)C=1C(=NN(C1)CC(C)=O)C 1-[4-[2-(5-isopropoxy-1-tetrahydropyran-2-yl-indazol-3-yl)pyrimidin-4-yl]-3-methyl-pyrazole-1-yl]propan-2-one